CO[C@@H]1COCC[C@@H]1N N-[(3S,4S)-3-methoxytetrahydro-2H-pyran-4-yl]amine